3-Amino-1-(11,12-didehydrodibenz[b,f]azocine-5(6H)-yl)-1-Propanone NCCC(=O)N1C2=C(C#CC3=C(C1)C=CC=C3)C=CC=C2